OCC1=CC=C(C=C1)CC(=O)O 4-Hydroxymethyl-phenylacetic acid